2-bromo-1-(4-(trifluoromethyl)phenyl)ethanone BrCC(=O)C1=CC=C(C=C1)C(F)(F)F